(3S)-2-((benzyloxy)carbonyl)-3-methyloxetane-2-carboxylic acid C(C1=CC=CC=C1)OC(=O)C1(OC[C@@H]1C)C(=O)O